6-(1-((3'-Chloro-4'-methoxy-[1,1'-biphenyl]-4-yl)methyl)-4-fluoro-1H-indol-7-carboxamido)spiro[3.3]heptan ClC=1C=C(C=CC1OC)C1=CC=C(C=C1)CN1C=CC2=C(C=CC(=C12)C(=O)NC1CC2(CCC2)C1)F